tris(2,4,6-trifluorophenyl)borane FC1=C(C(=CC(=C1)F)F)B(C1=C(C=C(C=C1F)F)F)C1=C(C=C(C=C1F)F)F